Ethyl (S,E)-4-((3,4-difluorophenyl) (3-(3-hydroxypyrrolidin-1-yl) propyl) amino)-4-oxobut-2-enoate FC=1C=C(C=CC1F)N(C(/C=C/C(=O)OCC)=O)CCCN1C[C@H](CC1)O